L-γ-glutamyl-(p-nitroaniline) N[C@@H](CCC(=O)NC1=CC=C(C=C1)[N+](=O)[O-])C(=O)O